(R)-N-(1-(4-chlorophenyl)-2,2,2-trifluoroethyl)-6-hydroxy-N-methylpyridazine-3-sulfonamide ClC1=CC=C(C=C1)[C@H](C(F)(F)F)N(S(=O)(=O)C=1N=NC(=CC1)O)C